6-((1S,2S)-2-(6-(2,4-dioxo-1,2,3,4-tetrahydropyrimidin-5-yl)imidazo[1,2-b]pyridazin-8-yl)cyclopropyl)-1-(2,2,2-trifluoroethyl)-1H-indazole-3-carbonitrile O=C1NC=C(C(N1)=O)C=1C=C(C=2N(N1)C=CN2)[C@@H]2[C@H](C2)C2=CC=C1C(=NN(C1=C2)CC(F)(F)F)C#N